(2S)-N-(5-chloropyridin-2-yl)-2-(3-methyl-3-(1H-pyrazol-5-yl)piperidin-1-yl)propanamide ClC=1C=CC(=NC1)NC([C@H](C)N1CC(CCC1)(C1=CC=NN1)C)=O